4-(2-(8-methoxy-2-methyl-1,2,3,4-tetrahydroisoquinolin-6-yl)-5-toluenesulfonyl-5H-pyrrolo[2,3-b]pyrazin-7-yl)-N,N-dimethylbenzamide COC=1C=C(C=C2CCN(CC12)C)C=1N=C2C(=NC1)N(C=C2C2=CC=C(C(=O)N(C)C)C=C2)S(=O)(=O)CC2=CC=CC=C2